The molecule is a chalcone having hydroxy substituents at positions 4, 2' and 4', a methoxy substituent at position 3 and a 3-methylbut-2-en-1-yl group at position 5. It is isolated from the stems of Erythrina abyssinica and displays moderate cytotoxic effect against human colorectal cancer cell line. It has a role as a metabolite and an antineoplastic agent. It is a member of chalcones, a member of resorcinols and an aromatic ether. CC(=CCC1=C(C(=CC(=C1)/C=C/C(=O)C2=C(C=C(C=C2)O)O)OC)O)C